CN1CCC(CC1)N1N=CC(=C1)C(=O)OC methyl 1-(1-methyl-4-piperidyl)pyrazole-4-carboxylate